(7S)-N-((S)-1-cyano-2-(4-(3-methyl-2-oxo-2,3-dihydrobenzo[d]oxazol-5-yl)phenyl)ethyl)-6-oxa-2-azabicyclo[3.2.1]octane-7-amide C(#N)[C@H](CC1=CC=C(C=C1)C=1C=CC2=C(N(C(O2)=O)C)C1)NC(=O)[C@H]1OC2CCNC1C2